[I-].C(=N)N formamidine Iodide